FC1=CC=C(O[C@@H]2C[C@H](N(C2)C(CNC(CCCOC2=CC=CC=C2)=O)=O)C(=O)OC)C=C1 methyl (2S,4R)-4-(4-fluorophenoxy)-1-((4-phenoxybutanoyl)glycyl)pyrrolidine-2-carboxylate